5-methyl-sulfanyl-uracil CC=1C(NC(NC1S)=O)=O